(rac)-[6-(5-cyclopropyl-4H-1,2,4-triazol-3-yl)-2-azaspiro[3.3]heptan-2-yl]-[6-[[3-(trifluoromethylsulfonimidoyl)phenyl]methyl]-2-azaspiro[3.3]heptan-2-yl]methanone C1(CC1)C=1NC(=NN1)C1CC2(CN(C2)C(=O)N2CC3(C2)CC(C3)CC3=CC(=CC=C3)[S@](=O)(=N)C(F)(F)F)C1 |r|